C(C1=CC=CC=C1)OC1=NC=CC(=C1)C1=NC(=CC=C1)C(=O)NC=1C(=NN(C1)C)C1=NC=CN=C1 2'-(benzyloxy)-N-(1-methyl-3-(pyrazin-2-yl)-1H-pyrazol-4-yl)-[2,4'-bipyridine]-6-carboxamide